C([O-])(O)=O.[K+].NC=1C2=C(N=CN1)C(=CN2C2=CC=C(C(=O)NC1=NC=CC(=C1)C(F)(F)F)C=C2)C2=CCC1(OCCO1)CC2 4-(4-amino-7-(1,4-dioxaspiro[4.5]dec-7-en-8-yl)-5H-pyrrolo[3,2-d]pyrimidin-5-yl)-N-(4-(trifluoromethyl)pyridin-2-yl)benzamide Potassium Bicarbonate